C(C)(C)(C)OC(=O)N1[C@H]2CN(C[C@@H]1CC2)C2=NC(=NC1=C(C(=C(C=C21)F)C2=CC=CC=1SC(=C(C12)C#N)NC(=O)OC(C)(C)C)F)F (1R,5S)-3-(7-(2-((tert-Butoxycarbonyl)amino)-3-cyanobenzo[b]thiophen-4-yl)-2,6,8-trifluoroquinazolin-4-yl)-3,8-diazabicyclo[3.2.1]octane-8-carboxylic acid tert-butyl ester